perfluoro-1,3-propylene glycol FC(C(C(F)(F)O)(F)F)(F)O